3-(1-methylcyclopentyl)isoxazol-5-amine CC1(CCCC1)C1=NOC(=C1)N